S1C=NCC1 4,5-dihydrothiazole